O=C[C@H](O)[C@H](O)[13C@H](O)CO D-Ribose-4-13C